COC(C1=CC=C2C3(CC(NC2=N1)C3)N3C(CN(CC3)C)=O)OC 1-(7-(dimethoxymethyl)-1,2,3,4-tetrahydro-2,4-methylene-1,8-naphthyridin-4-yl)-4-methylpiperazin-2-one